tert-butyl (3s)-3-methyl-4-phenylpiperazine-1-carboxylate C[C@H]1CN(CCN1C1=CC=CC=C1)C(=O)OC(C)(C)C